C(CCCCCCCCC)C12C=CC(CC1)C2 decylbicyclo[2.2.1]hept-2-ene